L-Pipecolate N1[C@@H](CCCC1)C(=O)[O-]